(S)-3-(isoquinolin-5-yl-(methyl)amino)pyrrolidine-1-carboxylic acid tert-butyl ester C(C)(C)(C)OC(=O)N1C[C@H](CC1)N(C)C1=C2C=CN=CC2=CC=C1